C1(=CC=CC=C1)C=1N=C(N(C1)C1=CC(=CC=C1)C(F)(F)F)SCC1=CC=C(C=C1)C(F)(F)F 4-Phenyl-2-((4-(trifluoromethyl)benzyl)thio)-1-(3-(trifluoromethyl)phenyl)-1H-imidazole